C1(C(C=CC=C1)O)O cyclohexa-3,5-diene-1,2-diol